ClC=1C2=C(N=CN1)N(C(=C2)Cl)C2=CC=C(C=C2)[C@H]2[C@H]1CC[C@@H](CN2C(=O)OC(C)(C)C)O1 tert-Butyl (1R,2S,5S)-2-(4-(4,6-dichloro-7H-pyrrolo[2,3-d]pyrimidin-7-yl)phenyl)-8-oxa-3-azabicyclo[3.2.1]octane-3-carboxylate